N1=CC=C(C=C1)C/N=C/C1=CC=C(C=C1)C (E)-N-(pyridin-4-ylmethyl)-1-(p-tolyl)methanimine